1-bromo-3,5-Dimercaptobenzene BrC1=CC(=CC(=C1)S)S